5-fluoro-2-methoxybenzamide FC=1C=CC(=C(C(=O)N)C1)OC